cis-N-alpha-(9-Fluorenylmethyloxycarbonyl)-4-azido-L-proline C1[C@@H](CN([C@@H]1C(=O)O)C(=O)OCC2C3=CC=CC=C3C4=CC=CC=C24)N=[N+]=[N-]